(R)-4-((2,6-dimethylpyridin-4-yl)((6-fluoro-4-oxochroman-7-yl)oxy)methyl)benzamide CC1=NC(=CC(=C1)[C@@H](C1=CC=C(C(=O)N)C=C1)OC1=C(C=C2C(CCOC2=C1)=O)F)C